tert-butyl 4-(2-(((5-azido-4-hydroxypentyl) oxy) methyl)-4-((benzyloxy) carbonyl) piperazin-1-yl)-2-chloro-5,8-dihydropyrido[3,4-d]pyrimidine-7(6H)-carboxylate N(=[N+]=[N-])CC(CCCOCC1N(CCN(C1)C(=O)OCC1=CC=CC=C1)C=1C2=C(N=C(N1)Cl)CN(CC2)C(=O)OC(C)(C)C)O